(4,7-dimethoxynaphthalen-1-yl)-(4-iodophenyl)methanone COC1=CC=C(C2=CC(=CC=C12)OC)C(=O)C1=CC=C(C=C1)I